Methyl 5-((2-(2-fluoro-5-((6-fluoro-4-(methylsulfonyl)-1H-indol-5-yl)oxy)phenyl)-1H-imidazol-5-yl)methyl)-2,3-dihydro-1H-indene-2-carboxylate FC1=C(C=C(C=C1)OC=1C(=C2C=CNC2=CC1F)S(=O)(=O)C)C=1NC(=CN1)CC=1C=C2CC(CC2=CC1)C(=O)OC